N-(5-Chloro-6-(2H-1,2,3-triazol-2-yl)pyridin-3-yl)-1-(1-hydroxyisochinolin-4-yl)-5-(trifluoromethyl)-1H-pyrazol-4-carboxamid ClC=1C=C(C=NC1N1N=CC=N1)NC(=O)C=1C=NN(C1C(F)(F)F)C1=CN=C(C2=CC=CC=C12)O